FC=1C=C(C=CC1F)CNC(C1=CC=C(S1)C=1C(=C(N=C2[C@H](NC(C12)=O)C(C)C)CCC1=CC=C(C=C1)F)C=1OC(=NN1)C)=O N-(3,4-difluorophenyl)methyl-5-{(R)-5-[2-(p-fluorophenyl)ethyl]-3-isopropyl-6-(5-methyl-1,3,4-oxadiazol-2-yl)-1-oxo-2,4-diaza-7-indanyl}-2-thenamide